(N,N-diethyl-2-aminoethyl)trimethoxysilane C(C)N(CC[Si](OC)(OC)OC)CC